di-sec-butylaminodimethylsilane C(C)(CC)N(C(C)CC)[SiH](C)C